5-chloro-N-((1r,4r)-4-((3-(5-chloro-6-(methylamino)pyridin-3-yl)-2-oxo-2,3-dihydro-1H-benzo[d]imidazol-1-yl)methyl)cyclohexyl)-2-methyl-nicotinamide ClC=1C=NC(=C(C(=O)NC2CCC(CC2)CN2C(N(C3=C2C=CC=C3)C=3C=NC(=C(C3)Cl)NC)=O)C1)C